Cl.N1C[C@H](CC1)CNC(=O)C1=CN(CCS1)C1=C2C(=NC=C1)NC=C2 (S)-N-(pyrrolidin-3-ylmethyl)-4-(1H-pyrrolo[2,3-b]pyridin-4-yl)-3,4-dihydro-2H-1,4-thiazine-6-carboxamide hydrochloride